(3S,4S)-8-(5-((2-chloro-3-(pyrimidine-5-yl)phenyl)mercapto)pyrimidine-2-yl)-3-methyl-2-oxa-8-azaspiro[4.5]decane-4-amine ClC1=C(C=CC=C1C=1C=NC=NC1)SC=1C=NC(=NC1)N1CCC2([C@@H]([C@@H](OC2)C)N)CC1